C(C)(C)OC(=O)C1CC(=NN1C1=NC=CC=C1Cl)O 1-(3-chloropyridin-2-yl)-3-hydroxy-4,5-dihydro-1H-pyrazole-5-carboxylic acid isopropyl ester